methyl 4-(3,4-dihydro-2H-1,3-benzoxazin-8-yl)-2-fluorobenzoate hydrochloride Cl.O1CNCC2=C1C(=CC=C2)C2=CC(=C(C(=O)OC)C=C2)F